2-(6-Methyl-7-(2,6-diazaspiro[3.3]heptan-2-yl)cinnolin-3-yl)phenol CC=1C=C2C=C(N=NC2=CC1N1CC2(C1)CNC2)C2=C(C=CC=C2)O